O=C1N(C(CC1)=O)OC(C(CC)NC(CCN(C)C)=O)=O 2-[3-(dimethylamino)propanamido]Butyric acid 2,5-dioxopyrrolidin-1-yl ester